C(C)OC(=O)C1CN(CCC1)C(=O)OC(C)(C)C piperidine-1,3-dicarboxylic acid 1-tert-butyl 3-ethyl ester